3-[2,2-difluorocyclopropyl]-5-(trifluoromethyl)-1H-pyrazole FC1(C(C1)C1=NNC(=C1)C(F)(F)F)F